C(C1=CC=CC=C1)OC(CCCC1OCCO1)(C(F)(F)F)C1=NN=C(O1)C1=C(C=C(C(=N1)C(=O)OC)C(F)(F)F)NC(=O)OC(C)(C)C Methyl 6-[5-[1-benzyloxy-4-(1,3-dioxolan-2-yl)-1-(trifluoromethyl)butyl]-1,3,4-oxadiazol-2-yl]-5-(tert-butoxycarbonylamino)-3-(trifluoromethyl)pyridine-2-carboxylate